FC1=CC=C(C=C1)N1N=C(C2=CC=CC=C2C1=O)C=1C=C(C=CC1)N(S(=O)(=O)C(C)C)C N-(3-(3-(4-Fluorophenyl)-4-oxo-3,4-dihydrophthalazin-1-yl)phenyl)-N-methylpropan-2-sulfonamide